C[O-].CC1=C(C(=C(C1(C)C(C1(C(=C(C(=C1C)C)C)C)C)[Zr+3])C)C)C.C[O-].C[O-] bis(pentamethylcyclopentadienyl)methyl-zirconium methoxide